OCCN1CN(CN(C1)CCO)CCO 1,3,5-tri(hydroxyethyl)-hexahydros-triazine